C(C)(C)(C)C=1C=CC=2C(NS(C=3C=CC=C(NC(CC[C@H]4CC(N(C2N1)C4)(C)C)\C=C\C4=CC=CC=C4)N3)(=O)=O)=O (14S)-8-tert-Butyl-12,12-dimethyl-17-[(1E)-2-phenylethenyl]-2λ6-thia-3,9,11,18,23-pentaazatetracyclo[17.3.1.111,14.05,10]tetracosa-1(23),5(10),6,8,19,21-hexaene-2,2,4-trione